C(C)S(=O)(=O)NC1=C(C=C(C=C1)C1=NNC(=C1C(=O)N)NC1=NC=CN=C1)OC(C)C1=CC=C(C=C1)F 3-(4-(ethylsulfonamido)-3-(1-(4-fluorophenyl)ethoxy)phenyl)-5-(pyrazin-2-ylamino)-1H-pyrazole-4-carboxamide